N-(4-bromo-3-fluorobenzyl)-5-fluoro-2-methoxybenzamide BrC1=C(C=C(CNC(C2=C(C=CC(=C2)F)OC)=O)C=C1)F